C(C)(C)(C)OC(=O)N1C2=C(OC[C@@H]1C)N=C(C(=C2)CC2=CC=C(C=C2)F)C(=O)O (S)-1-(tert-butoxycarbonyl)-7-(4-fluorobenzyl)-2-methyl-2,3-dihydro-1H-pyrido[2,3-b][1,4]oxazine-6-carboxylic acid